C12COCC(CC1)N2C(=O)O[C@H]2C[C@H](CC2)C=2NN=C(C2)NC(COC2=C(C(=CC(=C2)OC)O)C=O)=O (1R,3S)-3-{5-[2-(2-formyl-3-hydroxy-5-methoxyphenoxy)acetamido]-2H-pyrazol-3-yl}cyclopentyl 3-oxa-8-azabicyclo[3.2.1]octane-8-carboxylate